BrC=1C=NN(C1C1=C(C#N)C(=CC(=C1F)Cl)OC1CC1)C 2-(4-bromo-1-methyl-1H-pyrazol-5-yl)-4-chloro-6-cyclopropoxy-3-fluorobenzonitrile